N-(imidazo[1,2-b]pyridazin-3-yl)-6-methoxy-2-(1-methyl-2-oxo-3-oxa-1-azaspiro[4.5]decan-8-yl)-2H-indazole-5-carboxamide N=1C=C(N2N=CC=CC21)NC(=O)C2=CC1=CN(N=C1C=C2OC)C2CCC1(COC(N1C)=O)CC2